C(#C)C=1C=NN(C1)CCF 4-ethynyl-1-(2-fluoroethyl)-1H-pyrazole